N[C@@H](CC1=CC=CC=C1)C(=O)N Phenylalanine Amide